tert-butyl 4-(5-(methoxy(methyl)carbamoyl)oxazol-2-yl)piperazine-1-carboxylate CON(C(=O)C1=CN=C(O1)N1CCN(CC1)C(=O)OC(C)(C)C)C